(1R,4R)-2,2-Difluoro-N4-(imidazo[1,2-a]pyridin-8-ylmethyl)-N1-((6-(1-methyl-1H-pyrazol-4-yl)pyridin-3-yl)methyl)cyclohexane-1,4-diamine FC1([C@@H](CC[C@H](C1)NCC=1C=2N(C=CC1)C=CN2)NCC=2C=NC(=CC2)C=2C=NN(C2)C)F